3-(1H-indol-3-yl)acrylamide N1C=C(C2=CC=CC=C12)C=CC(=O)N